(5-amino-5,6,7,8-tetrahydronaphthalen-2-yl)phosphonic acid hydrochloride Cl.NC1C=2C=CC(=CC2CCC1)P(O)(O)=O